4-cyano-5-hydroxy-2-(4-methoxyphenylethyl)-6-methylnicotinic acid C(#N)C1=C(C(=NC(=C1C(=O)O)CCC1=CC=C(C=C1)OC)C)O